C1(CC1)N1[C@@H](CCC1=O)C(=O)NC1=C(C=CC(=C1)OC1=NC=C(C=C1)C(F)(F)F)OC (S)-1-Cyclopropyl-N-(2-methoxy-5-((5-(trifluoromethyl)pyridin-2-yl)oxy)phenyl)-5-oxopyrrolidine-2-carboxamide